3-hydroxybut-2-yl geranate C(\C=C(/C)\CCC=C(C)C)(=O)OC(C)C(C)O